FC=1C=2N(C=C(C1)C1CCNCC1)C=C(N2)C2=CC=C(C=C2)S(=O)(=O)C 8-fluoro-2-(4-(methylsulfonyl)phenyl)-6-(piperidin-4-yl)imidazo[1,2-a]pyridine